3-(4-methoxyphenyl)-1-methylindolizidine COC1=CC=C(C=C1)C1CC(C2CCCCN12)C